BrC1=C(C(=O)OCC)C(=CC=C1)C(F)F ethyl 2-bromo-6-(difluoromethyl)benzoate